Cl.C(CC)(=O)ON1CCC(CC1)N1CCCCC1 [[1,4'-bipiperidin]-1'-yl] propanoate hydrochloride